O=C1N(C(CC1)=O)C(CCCC#CC=1C=NC(=NC1)S(=O)(=O)C)[O-] 2,5-dioxopyrrolidin-1-yl-6-(2-(methylsulfonyl)pyrimidin-5-yl)hexa-5-ynolate